CC=1C=C(C2=C(N=C(S2)NC(=O)C2CCN(CC2)S(=O)(=O)C2=NC=CC=C2F)C1)C N-(5,7-dimethylbenzo[d]thiazol-2-yl)-1-((3-fluoropyridin-2-yl)sulfonyl)piperidine-4-carboxamide